N-(4-cyanobenzyl)-4-(4-cyanobenzoyl)-1H-pyrrole-2-carboxamide C(#N)C1=CC=C(CNC(=O)C=2NC=C(C2)C(C2=CC=C(C=C2)C#N)=O)C=C1